2-bromo-N-(((1s,4s)-4-(methylamino)-1-phenylcyclohexyl)methyl)-5-(trifluoromethyl)pyrazolo[1,5-a]pyrimidin-7-amine BrC1=NN2C(N=C(C=C2NCC2(CCC(CC2)NC)C2=CC=CC=C2)C(F)(F)F)=C1